(3S,4S)-3-fluoro-4-hydroxy-4-methylpiperidin F[C@H]1CNCC[C@]1(C)O